C(#N)C1=CC=C2C=CN(C2=C1)CC1=CC=C(S1)C(NCCOCCOCCOCCNC(OC(C)(C)C)=O)=O tert-butyl (1-(5-((6-cyano-1H-indol-1-yl)methyl)thiophen-2-yl)-1-oxo-5,8,11-trioxa-2-azatridecan-13-yl)carbamate